Pyrrolo[3,4-b]pyridine N1C=2C(=CC=C1)C=NC2